2-(3,5-dichloro-4-((4'-methyl-2'-oxospiro[cyclopropane-1,3'-indolin]-5'-yl)oxy)phenyl)-3,5-dioxo-2,3,4,5-tetrahydro-1,2,4-triazine-6-carboxylic acid ClC=1C=C(C=C(C1OC=1C(=C2C3(C(NC2=CC1)=O)CC3)C)Cl)N3N=C(C(NC3=O)=O)C(=O)O